5-(4-(6-chloroindolin-1-yl)quinazolin-6-yl)pyridin-3-ol ClC1=CC=C2CCN(C2=C1)C1=NC=NC2=CC=C(C=C12)C=1C=C(C=NC1)O